(1S,3S,4S)-N-((S)-1-cyano-2-((R)-2-oxopyrrolidin-3-yl)ethyl)-5,5-difluoro-2-((R)-2-hydroxy-2-phenylpropanoyl)-2-azabicyclo[2.2.2]octane-3-carboxamide C(#N)[C@H](C[C@@H]1C(NCC1)=O)NC(=O)[C@H]1N([C@@H]2CC([C@H]1CC2)(F)F)C([C@@](C)(C2=CC=CC=C2)O)=O